beta-Hydroxyethyl-benzene OCCC1=CC=CC=C1